(S)-N-(4-(6-((2S,6R)-2,6-dimethylmorpholino)pyridin-2-yl)thiazol-2-yl)azetidine-2-carboxamide hydrochloride Cl.C[C@@H]1O[C@@H](CN(C1)C1=CC=CC(=N1)C=1N=C(SC1)NC(=O)[C@H]1NCC1)C